N-(8-Methoxy-6-oxo-6H-benzo[c]chromen-3-yl)methanesulfonamide COC=1C=CC2=C(C(OC3=CC(=CC=C23)NS(=O)(=O)C)=O)C1